Silver Ethylene C=C.[Ag]